Racemic-3-(2,5-dichlorophenyl)pyrrolidine ClC1=C(C=C(C=C1)Cl)[C@@H]1CNCC1 |r|